4-(dodecanoyloxy)benzene-1-sulfonate C(CCCCCCCCCCC)(=O)OC1=CC=C(C=C1)S(=O)(=O)[O-]